ClC1=CC=CC=2OC3=CC(=CC=C3C(C12)NC(=O)C1=CN=C(NC1=O)SCC1=C(C=CC=C1)C(F)(F)F)Cl N-(1,6-dichloro-9H-xanthen-9-yl)-6-oxo-2-((2-(trifluoromethyl)benzyl)thio)-1,6-dihydropyrimidine-5-carboxamide